C(CCC)OC(=O)C1=CC=C(C=C1)C1N(CC12CCCCC2)CC2=C1C=CN(C1=C(C=C2C)C)C(=O)OC(C)(C)C tert-butyl 4-((1-(4-(butoxycarbonyl)phenyl)-2-azaspiro[3.5]nonan-2-yl)methyl)-5,7-dimethyl-1H-indole-1-carboxylate